[Cl-].CSCCOC[P+](C1=CC=CC=C1)(C1=CC=CC=C1)C1=CC=CC=C1 [2-(methylthio)ethoxymethyl]triphenylphosphonium chloride